COC1=CC=C(C(=O)NNC(=O)N2[C@H](CCC2)C(=O)NC=2C=NC=CC2)C=C1 (R)-1-(2-(4-methoxybenzoyl)hydrazinecarbonyl)-N-(pyridin-3-yl)pyrrolidine-2-carboxamide